ClC1=CC=C(C=C1)C1=C(C=C(C=C1)C=C)CN1CCN(CC1)C1=CC=C(C(=O)OC)C=C1 methyl 4-(4-((4'-chloro-4-vinyl-[1,1'-biphenyl]-2-yl)methyl)piperazin-1-yl)benzoate